2,2-bis[4'-(4''-aminophenoxy)phenyl]propane NC1=CC=C(OC2=CC=C(C=C2)C(C)(C)C2=CC=C(C=C2)OC2=CC=C(C=C2)N)C=C1